5-(1-methyl-1H-pyrazol-4-yl)-4-oxa-7-azaspiro[2.5]octane CN1N=CC(=C1)C1OC2(CC2)CNC1